C(C)C1=C(OC(=C1)C(S(=O)(=O)C)Br)C(=O)O ethyl-5-[bromo(methylsulfonyl)methyl]furan-2-carboxylic acid